tert-butyl 7'-bromo-6'-fluoro-4'-hydroxyspiro[azetidine-3,2'-chroman]-1-carboxylate BrC1=C(C=C2C(CC3(OC2=C1)CN(C3)C(=O)OC(C)(C)C)O)F